FC1=C2C=CNC2=CC(=C1OC=1C=CC(=C(C1)C=1NC=C(N1)C(CO)(C)C1=CC=CC=C1)F)F 2-(2-(5-((4,6-Difluoro-1H-indol-5-yl)oxy)-2-fluorophenyl)-1H-imidazol-4-yl)-2-phenylpropan-1-ol